CCCCCC(=O)NCC(=O)O The molecule is an N-acylglycine in which the acyl group is specified as hexanoyl. It has a role as a metabolite. It is a conjugate acid of a N-hexanoylglycinate.